[I-].COC1=CC=C(C=C1)CC[NH3+] 4-methoxyphenylethylammonium iodide